NC1=C(C2=C(S1)C(=CC=C2C=2C1=C(C=3C=NC(=NC3C2Cl)N2C[C@H](CC2)N(C)C)COC1)F)C#N 2-Amino-4-(5-chloro-3-((S)-3-(dimethylamino)pyrrolidin-1-yl)-7,9-dihydrofuro[3,4-f]quinazolin-6-yl)-7-fluorobenzo[b]thiophene-3-carbonitrile